ClC=1C=C(C=CC1)C1=CC(=NC(=C1)C1=CC=C(C=C1)C1=CC=C(C=C1)P(C1=CC=CC=C1)(C1=CC=CC=C1)=O)C1=NC=CC=C1 (4'-(4-(3-chlorophenyl)-[2,2'-bipyridin]-6-yl)-[1,1'-biphenyl]-4-yl)diphenylphosphine oxide